tert-butyl 4-[(7-bromoquinoxalin-2-yl)oxymethyl]piperidine-1-carboxylate BrC1=CC=C2N=CC(=NC2=C1)OCC1CCN(CC1)C(=O)OC(C)(C)C